[1]benzofuro[3,2-c]chromen-6-one C1=C2C3=C(C(OC2=CC=C1)=O)C1=C(O3)C=CC=C1